nitrosulfanilamide [N+](=O)([O-])C1=C(S(=O)(=O)N)C=CC(=C1)N